ClC1=NC=C(C(=C1)C1=C(C=NC(=C1)C)C(=O)\N=C\1/SC(=NN1COC(CCC(=O)O)=O)OC)OC (Z)-4-((2-((2'-chloro-5'-methoxy-6-methyl-[4,4'-bipyridine]-3-carbonyl)imino)-5-methoxy-1,3,4-thiadiazol-3(2H)-yl)methoxy)-4-oxobutanoic acid